FC(=CC1=CC=C(C=C1)Br)F 4-(2,2-difluorovinyl)bromobenzene